CN1N=CC(=C1)CN1C=2N(C3=CC=C(C=C3C1=O)S(=O)(=O)NC1(CC1)C)[C@H](CN2)C#CCSC (S)-4-((1-methyl-1H-pyrazol-4-yl)methyl)-N-(1-methylcyclopropyl)-1-(3-(methylthio)prop-1-yn-1-yl)-5-oxo-1,2,4,5-tetrahydroimidazo[1,2-a]quinazoline-7-sulfonamide